BrC=1C=C(C=CC1)P(C1=CC=CC=C1)(C1=CC(=CC=C1)Br)=O Bis(3-bromophenyl)(phenyl)phosphine oxide